CC1=NC(=CC(=C1)C=1NC2=CC(=CC=C2C1C)C=1CCN(CC1)C(=O)OC(C)(C)C)C tert-butyl 4-[2-(2,6-dimethyl-4-pyridyl)-3-methyl-1H-indol-6-yl]-3,6-dihydro-2H-pyridine-1-carboxylate